ClC=1C=C(C=NC1)C1=NC(=C2N=CN(C2=N1)[C@H]1[C@@H]([C@@H]([C@H](O1)C(=O)NC([2H])([2H])[2H])O)O)NCC1=NC=C(C=C1)C (2S,3S,4R,5R)-5-(2-(5-chloropyridin-3-yl)-6-((5-methylpyridin-2-yl)methylamino)-9H-purine-9-yl)-3,4-dihydroxy-N-(methyl-d3)-tetrahydrofuran-2-carboxamide